methoxy(cyclooctadiene) iridium chloride [Ir](Cl)(Cl)Cl.COC1=CC=CCCCC1